C(C)OC(=O)C1=C(C2=C(CC(C=3C=NNC23)C)O1)C 4,8-dimethyl-4,5-dihydro-1H-furo[2,3-g]indazole-7-carboxylic acid ethyl ester